3-[3-({5-[(1R,4R,7R)-7-amino-2-azabicyclo[2.2.1]heptane-2-carbonyl]-2-[1-(cyclopropylmethyl)-1H-indol-2-yl]-7-methoxy-1H-1,3-benzodiazol-1-yl}methyl)azetidine-1-carbonyl]benzoic acid N[C@H]1[C@@H]2N(C[C@H]1CC2)C(=O)C2=CC1=C(N(C(=N1)C=1N(C3=CC=CC=C3C1)CC1CC1)CC1CN(C1)C(=O)C=1C=C(C(=O)O)C=CC1)C(=C2)OC